FC1(C(N(CC1)C)C(=O)N1CCN(CC1)C=1C=2N(C=C(C1)S(=O)(=O)NC1(CC1)C)C(=NC2)C=2SC(=NN2)C(F)(F)F)F 8-(4-(3,3-difluoro-1-methylpyrrolidine-2-carbonyl)piperazin-1-yl)-N-(1-methylcyclopropyl)-3-(5-(trifluoromethyl)-1,3,4-thiadiazol-2-yl)imidazo[1,5-a]pyridine-6-sulfonamide